ethyl (5-bromo-3-methoxypicolinoyl)glycinate BrC=1C=C(C(=NC1)C(=O)NCC(=O)OCC)OC